OC1CCC(CC1)N1C2=NC(=NC=C2N(C1=O)C)NC=1C=C2C=CN=NC2=CC1C 9-((1s,4s)-4-Hydroxycyclohexyl)-7-methyl-2-((7-methylcinnolin-6-yl)amino)-7,9-dihydro-8H-purin-8-on